(2-fluorophenyl)propanehydrazide FC1=C(C=CC=C1)C(C(=O)NN)C